[Sb]([O-])([O-])[O-].[In+3] indium antimonite